(Ra)-6-bromo-7-(2,3-dichlorophenyl)-8-fluoro-2H-benzo[d][1,3]oxazine-2,4(1H)-dione BrC1=CC2=C(NC(OC2=O)=O)C(=C1C1=C(C(=CC=C1)Cl)Cl)F